N1(CCCCCC1)CC1=CC=C(C=C1)[C@@]12C(OC=3C(=NC=CC3)O1)CCC2 propano-(3S)-3-[4-(azepan-1-ylmethyl)phenyl]-2,3-dihydro[1,4]dioxino[2,3-b]pyridine